6-(3-amino-6-(1-methyl-1H-pyrazol-4-yl)pyrazin-2-yl)-2-(2-bromo-3,5-dimethoxyphenyl)pyridazin-3(2H)-one 2,2,2-trifluoroacetate salt FC(C(=O)O)(F)F.NC=1C(=NC(=CN1)C=1C=NN(C1)C)C=1C=CC(N(N1)C1=C(C(=CC(=C1)OC)OC)Br)=O